CC1(COC2=C1C(=CC=C2)OC2=CC=C(C=N2)NC(C(C)(C)NC(OC(C)(C)C)=O)=O)C 1,1-dimethylethyl [2-({6-[(3,3-dimethyl-2,3-dihydro-1-benzofuran-4-yl)oxy]-3-pyridinyl}amino)-1,1-dimethyl-2-oxoethyl]carbamate